1-(tert-butyl) 3-ethyl-4-(2-bromophenyl)-2,5-dihydro-1H-pyrrole-1,3-dicarboxylate C(C)C1(CN(CC1C1=C(C=CC=C1)Br)C(=O)OC(C)(C)C)C(=O)[O-]